5-iodobenzene-1,3-diamine IC=1C=C(C=C(C1)N)N